(4aR,8aS)-6-(3-(6-(4-Chlorophenoxy)pyridin-3-yl)azetidin-1-carbonyl)hexahydro-2H-pyrido[4,3-b][1,4]oxazin-3(4H)-on ClC1=CC=C(OC2=CC=C(C=N2)C2CN(C2)C(=O)N2C[C@@H]3[C@@H](OCC(N3)=O)CC2)C=C1